FC1CCN(CC1)C1=C(C=C2C(=N1)N=C(O2)N2CCOCC2)NC(=O)C=2N=C(OC2)C2=CC(=NC=C2)C N-(5-(4-fluoropiperidin-1-yl)-2-morpholinooxazolo[4,5-b]pyridin-6-yl)-2-(2-methylpyridin-4-yl)oxazole-4-carboxamide